1-((2S,3R,4R)-2-cyclopropyl-6-fluoro-4-((4-hydroxypyridin-2-yl)amino)-3-methyl-3,4-dihydroquinolin-1(2H)-yl)ethanone C1(CC1)[C@@H]1N(C2=CC=C(C=C2[C@@H]([C@H]1C)NC1=NC=CC(=C1)O)F)C(C)=O